Cl.NC1=C(C(=NC=N1)NC1=CC(=C2N(C1=O)C1(NC2=O)CCCCC1)Cl)C(C)C 6'-((6-amino-5-isopropylpyrimidin-4-yl)amino)-8'-chloro-2'H-spiro[cyclohexane-1,3'-imidazo[1,5-a]pyridine]-1',5'-dione hydrochloride